S1C2=C(C=C1C(C(=O)NCCN1CCOCC1)N(C(CCCN1CC=CC=C1)=O)CCCN(CCCC)CCCC)C=CC=C2 N-(1-(benzo[b]thiophen-2-yl)-2-((2-morpholinoethyl)amino)-2-oxoethyl)-N-(3-(dibutylamino)propyl)-4-(pyridin-1-yl)butanamide